4-[(3r,4r)-3,4-bis[[1-hydroxy-4-(trifluoromethyl)-3H-2,1-benzoxaborole-6-carbonyl]-amino]pyrrolidin-1-yl]-4-oxobutanoic acid OB1OCC2=C1C=C(C=C2C(F)(F)F)C(=O)N[C@@H]2CN(C[C@H]2NC(=O)C2=CC1=C(COB1O)C(=C2)C(F)(F)F)C(CCC(=O)O)=O